N-(3-(5-chloro-2-cyclopropylphenyl)-1-(2-hydroxy-2-methylpropyl)-1H-pyrazol-4-yl)pyrazolo[1,5-a]pyrimidine-3-carboxamide ClC=1C=CC(=C(C1)C1=NN(C=C1NC(=O)C=1C=NN2C1N=CC=C2)CC(C)(C)O)C2CC2